(15R)-5-(2-ethynylimidazol-1-yl)-15-methyl-11-thia-6,14,17-triazatetracyclo[8.8.0.0^2,7.0^12,18]octadeca-1(10),2(7),3,5,8,12(18)-hexaen-13-one C(#C)C=1N(C=CN1)C=1C=CC=2C=3C=4NC[C@H](NC(C4SC3C=CC2N1)=O)C